C(C(O)CC(C)C)(=O)O leucoic acid